4-[(4-cyclohexylphenyl)amino]-2-[(2R)-2-methylmorpholin-4-yl]pyrido[2,3-d]pyrimidine-6-carbonitrile C1(CCCCC1)C1=CC=C(C=C1)NC=1C2=C(N=C(N1)N1C[C@H](OCC1)C)N=CC(=C2)C#N